2-(4-chloro-2-fluorophenoxy)-2-methyl-1-(4-((4-(trifluoromethoxy)phenyl)sulfonyl)piperazin-1-yl)propan-1-one ClC1=CC(=C(OC(C(=O)N2CCN(CC2)S(=O)(=O)C2=CC=C(C=C2)OC(F)(F)F)(C)C)C=C1)F